monophospho-3-deoxy-7-O-acetyl-D-glycero-D-galacto-nonulosonic acid P(=O)(O)(O)O[C@@H](CC(C(=O)O)=O)[C@@H](O)[C@@H](O)[C@H](OC(C)=O)[C@H](O)CO